1-(6-{[4-chloro-5-(trifluoromethyl)pyrimidin-2-yl]amino}-7-(methylsulfanyl)-1,2,3,4-tetrahydroisoquinolin-2-yl)-2,2,2-trifluoroethan-1-one ClC1=NC(=NC=C1C(F)(F)F)NC=1C=C2CCN(CC2=CC1SC)C(C(F)(F)F)=O